N1(CCCCC1)C1=C(C=C2C(=N1)N=CO2)N 5-(piperidin-1-yl)oxazolo[4,5-b]pyridin-6-amine